C(C1=CC=CC=C1)OC=1C(C=CN2N([C@H]3N(C(C21)=O)CCOC3)C(C3=CC=CC=C3)C3=CC=CC=C3)=O (12aR)-7-benzyloxy-12-diphenylmethyl-3,4,12,12a-tetrahydro-1H-[1,4]oxazino[3,4-c]pyrido[2,1-f][1,2,4]triazine-6,8-dione